C1(CC1)C1=C(C(=NO1)C1=C(C=CC=C1Cl)Cl)COC12CCC(CC1)(CC2)C2=CC=C1C(=N2)N(C=C1)C 6-(4-((5-Cyclopropyl-3-(2,6-dichlorophenyl)isoxazol-4-yl)methoxy)bicyclo[2.2.2]octan-1-yl)-1-methyl-1H-pyrrolo[2,3-b]pyridin